(1R,4r)-4-(2-(((R)-2-(3-Fluorophenyl)-2-hydroxyethyl)amino)-2-methyl-propyl)cyclohexane-1-sulfonamide FC=1C=C(C=CC1)[C@H](CNC(CC1CCC(CC1)S(=O)(=O)N)(C)C)O